C12(CC2C1)C(=O)NC1=NC2=CC(=CC(=C2C=C1)N1C[C@@H](N(CC1)C(=O)N(C)C)C)S(NC1(CC1)C)(=O)=O (S)-4-(2-(bicyclo[1.1.0]butane-1-carboxamido)-7-(N-(1-methylcyclopropyl)sulfamoyl)quinolin-5-yl)-N,N,2-trimethylpiperazine-1-carboxamide